5-(hydroxymethyl)-1,4-diazacycloheptane-1-carboxylic acid tert-butyl ester C(C)(C)(C)OC(=O)N1CCNC(CC1)CO